FC(C1=NC=NC=C1C=1C=CC(=NC1)C[N+]1=NOC(=C1)[NH-])(F)F (3-((5-(4-(trifluoromethyl)pyrimidin-5-yl)pyridin-2-yl)methyl)-1,2,3-oxadiazol-3-ium-5-yl)amide